2-(4-((4-(3-(1-(azetidin-3-yl)piperidin-4-yl)phenyl)-1H-1,2,3-triazol-1-yl)methyl)-3-fluorophenyl)-5-(difluoromethyl)-1,3,4-oxadiazole N1CC(C1)N1CCC(CC1)C=1C=C(C=CC1)C=1N=NN(C1)CC1=C(C=C(C=C1)C=1OC(=NN1)C(F)F)F